N1=NN(C2=NC=CC=C21)C2=CC(=C(C(=O)O)C=C2)C(F)(F)F 4-(3H-[1,2,3]triazolo[4,5-b]pyridin-3-yl)-2-(trifluoromethyl)benzoic acid